2-((1-(2-cyano-3-(4-fluorophenyl)-7-methylquinolin-5-yl)ethyl)amino)benzoic acid C(#N)C1=NC2=CC(=CC(=C2C=C1C1=CC=C(C=C1)F)C(C)NC1=C(C(=O)O)C=CC=C1)C